O1CCC(CC1)CN1C[C@@H]2[C@H](C1)CC(C2)NC2=C(C=C(N=N2)C=2C=C1CC(NC1=CC2)=O)C(F)(F)F 5-(6-(((3aR,5s,6aS)-2-((tetrahydro-2H-pyran-4-yl)methyl)octahydro-cyclopenta[c]pyrrol-5-yl)amino)-5-(trifluoro-methyl)pyridazin-3-yl)indolin-2-one